ClC1=NC2=C(C(=C(C(=C2C(=N1)O)O[C@@H](C)[C@@H]1[C@@H]2CC[C@H](CN1)N2C(=O)OC(C)(C)C)Cl)C=2C(=CC=C1C=NN(C21)C)F)F tert-Butyl (1S,2S,5R)-2-((1S)-1-((2,6-dichloro-8-fluoro-7-(6-fluoro-1-methyl-1H-indazol-7-yl)-4-hydroxyquinazolin-5-yl)oxy)ethyl)-3,8-diazabicyclo[3.2.1]octane-8-carboxylate